5-(4-((1-(2-(4-(4-chloro-1,2-diphenylbut-1-en-1-yl)phenoxy)ethyl)piperidin-4-yl)methyl)piperazin-1-yl-2,2,3,3,5,5,6,6-d8)-2-(2,6-dioxopiperidin-3-yl)isoindoline-1,3-dione ClCCC(=C(C1=CC=CC=C1)C1=CC=C(OCCN2CCC(CC2)CN2C(C(N(C(C2([2H])[2H])([2H])[2H])C=2C=C3C(N(C(C3=CC2)=O)C2C(NC(CC2)=O)=O)=O)([2H])[2H])([2H])[2H])C=C1)C1=CC=CC=C1